FC1=C(C=CC=C1C)[C@@H](CC)N=C=O (R)-(+)-1-(2-fluoro-3-methylphenyl)propyl isocyanate